2-(4-cyclopropyl-6-methoxy-pyrimidin-5-yl)-7-[1-[4-[1-methyl-4-(trifluoromethyl)imidazol-2-yl]phenyl]ethyl]-5H-pyrrolo[3,2-d]pyrimidine C1(CC1)C1=NC=NC(=C1C=1N=CC2=C(N1)C(=CN2)C(C)C2=CC=C(C=C2)C=2N(C=C(N2)C(F)(F)F)C)OC